N-((3S,4S)-4-(3,4-difluorophenyl)piperidin-3-yl)-10-methyl-5,6-dihydropyrazolo[1,5-d]thieno[3,2-f][1,4]oxazepine-2-carboxamide FC=1C=C(C=CC1F)[C@H]1[C@@H](CNCC1)NC(=O)C1=CC=2C=3N(CCOC2S1)N=CC3C